5-eicosyl-3,6-di(thiophen-2-yl)pyrrolo[3,4-c]pyrrole-1,4(2h,5h)-dione C(CCCCCCCCCCCCCCCCCCC)N1C(=C2C(C1=O)=C(NC2=O)C=2SC=CC2)C=2SC=CC2